t-butyl isopropyl monocarbonate C(OC(C)(C)C)(OC(C)C)=O